(5S,7s)-7-fluoro-2-[(1r,2r)-2-fluorocyclopropyl]sulfonyl-5-(3-fluorophenyl)-6,7-dihydro-5H-pyrrolo[1,2-b][1,2,4]triazole F[C@H]1C[C@H](N2N=C(N=C21)S(=O)(=O)[C@H]2[C@@H](C2)F)C2=CC(=CC=C2)F